C(C1=CC=CC=C1)N1C[C@H]([C@@H](CC1)NC(OC(C)(C)C)=O)COC1CCC(CC1)C1=CC(=CC=C1)F tert-butyl ((3R,4R)-1-benzyl-3-((((1s,4S)-4-(3-fluorophenyl)cyclohexyl)oxy)methyl)piperidin-4-yl)carbamate